7-(4-[4-(2,3-dichlorophenyl)-1-piperazinyl]butyloxy)-3,4-dihydro-2(1H)-quinolinone ClC1=C(C=CC=C1Cl)N1CCN(CC1)CCCCOC1=CC=C2CCC(NC2=C1)=O